N-(4-{[1,1'-biphenyl]-4-yl}-[1,1'-biphenyl]-3-yl)-N-(9,9-dimethyl-9H-fluoren-2-yl)-9,9-dimethyl-9H-fluoren-2-amine C1(=CC=C(C=C1)C1=C(C=C(C=C1)C1=CC=CC=C1)N(C1=CC=2C(C3=CC=CC=C3C2C=C1)(C)C)C1=CC=2C(C3=CC=CC=C3C2C=C1)(C)C)C1=CC=CC=C1